CN1N=C(C=C1NCC#N)C 2-((1,3-dimethyl-1H-pyrazol-5-yl)amino)acetonitrile